(S)-2-(2,5-difluoro-4-(6-((2-fluoro-4-((1-methyl-1H-pyrazol-4-yl)ethynyl)benzyl)oxy)pyridin-2-yl)benzyl)-1-(oxetan-2-ylmethyl)-1H-benzo[d]imidazole-6-carboxylic acid FC1=C(CC2=NC3=C(N2C[C@H]2OCC2)C=C(C=C3)C(=O)O)C=C(C(=C1)C1=NC(=CC=C1)OCC1=C(C=C(C=C1)C#CC=1C=NN(C1)C)F)F